C=1C=CN2C=CC=NC12 8-azaindolizine